CC(C)CC(CC(C)C)C(C(C(=O)[O-])S(=O)(=O)O)(C(=O)[O-])C(CC(C)C)CC(C)C.[Na+].[Na+] sodium bis(2,6-dimethyl 4-heptyl)sulfosuccinate